5-chloro-N2-(1-(5-fluoropyridin-2-yl)ethyl)-N4-(5-isopropoxy-1H-pyrazol-3-yl)pyrimidine-2,4-diamine ClC=1C(=NC(=NC1)NC(C)C1=NC=C(C=C1)F)NC1=NNC(=C1)OC(C)C